COC1=C(C=C(C=C1)C2=COC3=C(C2=O)C=CC(=C3)O[C@H]4[C@@H]([C@H]([C@@H]([C@H](O4)CO)O)O)O)O The molecule is a glycosyloxyisoflavone that is calycosin substituted by a beta-D-glucopyranosyl residue at position at 7 via a glycosidic linkage. It is a hydroxyisoflavone, a monosaccharide derivative, a member of 4'-methoxyisoflavones and a 7-hydroxyisoflavones 7-O-beta-D-glucoside. It derives from a calycosin.